6-(2,6-difluorophenyl)-4-((6-(methylthio)pyridin-3-yl)amino)pyridazine-3-carboxamide triethylphosphate C(C)OP(=O)(OCC)OCC.FC1=C(C(=CC=C1)F)C1=CC(=C(N=N1)C(=O)N)NC=1C=NC(=CC1)SC